2'-(4-ethoxyphenyl)-5-(4-methylpiperazin-1-yl)-1H,1'H-2,5'-bibenzo[d]imidazole C(C)OC1=CC=C(C=C1)C1=NC2=C(N1)C=CC(=C2)C2=NC1=C(N2)C=CC(=C1)N1CCN(CC1)C